(S)-9-Acetyl-2-((R)-3-methylmorpholin-4-yl)-8-trifluoromethyl-6,7,8,9-tetrahydro-pyrimido[1,2-a]-pyrimidin-4-one C(C)(=O)N1[C@@H](CCN2C1=NC(=CC2=O)N2[C@@H](COCC2)C)C(F)(F)F